N-(4-Amino-2-tetrahydropyran-2-yl-pyrazolo[4,3-c]pyridin-7-yl)-N'-ethyl-N'-[[2-fluoro-4-(1,1,2,2,2-pentafluoroethyl)phenyl]methyl]oxamide NC1=NC=C(C=2C1=CN(N2)C2OCCCC2)NC(=O)C(=O)N(CC2=C(C=C(C=C2)C(C(F)(F)F)(F)F)F)CC